ClC1=C2N=CN(C2=NC=N1)C(CCO)CCCCCCCC 3-(6-Chloro-9H-purin-9-yl)undecan-1-ol